C(CCC)N1C[C@H](CC1)C(C(=O)OC(C)(C)C)(C)CC1=CC(=CC=C1)C=O Butyl-(3R)-3-[2-tert-butoxy-1-[(3-formylphenyl)methyl]-1-methyl-2-oxo-ethyl]pyrrolidine